C1(=CC=CC=C1)C(C1=CC=CC=C1)OC(=O)C1(CCC1)C(=O)O Cyclobutane-1,1-dicarboxylic acid diphenylmethyl ester